(R,E)-3-(4-chlorophenyl)-4-phenyl-N-((S)-1-sulfamoylpropan-2-yl)-N'-((4-(trifluoromethyl)phenyl)sulfonyl)-4,5-dihydro-1H-pyrazole-1-carboximidamide ClC1=CC=C(C=C1)C1=NN(C[C@H]1C1=CC=CC=C1)/C(/N[C@H](CS(N)(=O)=O)C)=N/S(=O)(=O)C1=CC=C(C=C1)C(F)(F)F